C(CC)OC=CCCCOCCC 1,5-dipropyloxypentaneN